C(C)(C)C1=C(C=CC=C1)CN(C(C(=O)OCC)=O)C ethyl 2-[(2-isopropylphenyl)methyl-methyl-amino]-2-oxo-acetate